1,1-diphenyl-N-(2-phenylimidazo[1,2-a]pyrazin-6-yl)methanimine C1(=CC=CC=C1)C(=NC=1N=CC=2N(C1)C=C(N2)C2=CC=CC=C2)C2=CC=CC=C2